cyclopentylalanine C1(CCCC1)N[C@@H](C)C(=O)O